2-chlorobenzyl (E)-3-(dipropylamino)acrylate C(CC)N(/C=C/C(=O)OCC1=C(C=CC=C1)Cl)CCC